4-(trifluoromethoxy)benzohydrazide FC(OC1=CC=C(C(=O)NN)C=C1)(F)F